FC=1C=C2C(C(=CNC2=CC1)C(=O)O)=O 6-fluoro-1,4-dihydro-4-oxo-3-quinolinecarboxylic acid